COC1=CC=C(C(C2=CC=C(C=C2)OC)(C2=CC=CC=C2)OC[C@@H]2[C@H]([C@H]([C@@H](O2)N2C=NC=3C(=O)NC(NC(C(C)C)=O)=NC23)F)O)C=C1 5'-O-(4,4'-dimethoxytrityl)-2'-fluoro-N2-isobutyryldeoxyguanosine